imidazolecarbothioate N1C(=NC=C1)C([O-])=S